CC1=C(C=2N(C=C1C1=CC3=C(N(C(N3)=O)C3CCC(CC3)N3CC(C3)OC)C=C1C(C)C)N=CN2)C 5-(7,8-dimethyl-[1,2,4]triazolo[1,5-a]pyridin-6-yl)-6-isopropyl-1-(4-(3-methoxyazetidin-1-yl)cyclohexyl)-1,3-dihydro-2H-benzo[d]imidazol-2-one